2-Methyl-5-(3-cyanophenyl)-N-(3-(2-oxopropyl)-1,2,4-thiadiazol-5-yl)furan-4-d-3-Formamide CC=1OC(=C(C1C(=O)NC1=NC(=NS1)CC(C)=O)[2H])C1=CC(=CC=C1)C#N